4-((S)-2-(dimethylamino)-3-((S)-3-(2-methylthiazol-5-yl)-3-(1-(trifluoromethyl)cyclopropyl)propanamido)propyl)-3-fluoro-N-methylbenzamide CN([C@@H](CC1=C(C=C(C(=O)NC)C=C1)F)CNC(C[C@@H](C1(CC1)C(F)(F)F)C1=CN=C(S1)C)=O)C